3-[([2,3'-bipyridine]-5'-yl)ethynyl]-N-[(1S,2S)-2-hydroxycyclohexyl]-4-methylbenzamide N1=C(C=CC=C1)C=1C=NC=C(C1)C#CC=1C=C(C(=O)N[C@@H]2[C@H](CCCC2)O)C=CC1C